Isopropyl 3-amino-4-methylthiophene-2-carboxylate NC1=C(SC=C1C)C(=O)OC(C)C